11-undecyl-amine CCCCCCCCCCCN